(Z)-4-(6-(2-Fluoro-2-(6-(pyridazin-4-yl)pyrazin-2-yl)vinyl)-3-phenoxy-2-(trifluoromethyl)phenyl)-9-(2-methoxyethyl)-1-oxa-4,9-diazaspiro[5.5]undecane F\C(=C/C1=CC=C(C(=C1N1CCOC2(C1)CCN(CC2)CCOC)C(F)(F)F)OC2=CC=CC=C2)\C2=NC(=CN=C2)C2=CN=NC=C2